scandium oxygen 2-((E)-2-((E)-2-chloro-3-((E)-2-(1-ethyl-3,3-dimethylindolin-2-ylidene)ethylidene)cyclohex-1-en-1-yl)vinyl)-1-ethyl-3,3-dimethyl-3H-indol-1-ium iodide [I-].ClC/1=C(CCC\C1=C/C=C\1/N(C2=CC=CC=C2C1(C)C)CC)/C=C/C1=[N+](C2=CC=CC=C2C1(C)C)CC.[O].[Sc]